4-(6-(4-aminothiophen-2-yl)pyrazin-2-yl)-2-methoxy-N-methyl-N-(1-methylpiperidin-4-yl)benzenesulfonamide NC=1C=C(SC1)C1=CN=CC(=N1)C1=CC(=C(C=C1)S(=O)(=O)N(C1CCN(CC1)C)C)OC